CC1=C(C(=NN1)C1=CC=CC=C1)C1=CC=C(C=C1)C=1C=C2C(=NC1)NC(C2)=O 5-[4-(5-methyl-3-phenyl-1H-pyrazol-4-yl)phenyl]-1,3-dihydropyrrolo[2,3-b]pyridin-2-one